1-{5-[4-(Difluoromethoxy)benzenesulfonyl]-1H,2H,3H,4H,5H,6H-pyrrolo[3,4-c]pyrrol-2-yl}-2-fluoro-2-phenylethan-1-one FC(OC1=CC=C(C=C1)S(=O)(=O)N1CC2=C(C1)CN(C2)C(C(C2=CC=CC=C2)F)=O)F